(R)- or (S)-2-methylaziridine C[C@H]1NC1 |o1:1|